2-(6-((2S,5R)-2,5-dimethyl-4-(1-(1-methyl-6-oxo-1,6-dihydropyridin-3-yl)ethyl)piperazin-1-yl)-9-ethyl-3-methyl-2-oxo-3,9-dihydro-2H-purin-8-yl)acetonitrile C[C@@H]1N(C[C@H](N(C1)C(C)C1=CN(C(C=C1)=O)C)C)C=1C=2N=C(N(C2N(C(N1)=O)C)CC)CC#N